FC(CN1N=CC=2C1=NC(=CN2)N2C[C@H]1N(CC2)C[C@@H](C1)OC=1C(=NC=CC1)C(F)(F)F)F 3-{[(7R,8aS)-2-[1-(2,2-difluoroethyl)-1H-pyrazolo[3,4-b]pyrazin-6-yl]-octahydropyrrolo[1,2-a]pyrazin-7-yl]oxy}-2-(trifluoromethyl)pyridine